[Al].N(=O)N(O)C1=CC=CC=C1 nitroso-phenylhydroxylamine aluminum salt